NCC1CCC(CC1)N1C2=NC(=NC=C2N=C1NC1=C(C=CC(=C1)C(F)(F)F)F)NC1(CCOCC1)C 9-((1s,4s)-4-(aminomethyl)cyclohexyl)-N8-(2-fluoro-5-(trifluoromethyl)phenyl)-N2-(4-methyltetrahydro-2H-pyran-4-yl)-9H-purine-2,8-diamine